FC(C1=NN=C(O1)C1=CC=C(S1)CN1N=NN=C1C1=CC2=C(N=C(S2)N)C=C1)F 6-[1-[[5-[5-(difluoromethyl)-1,3,4-oxadiazol-2-yl]thiophen-2-yl]methyl]tetrazol-5-yl]-1,3-benzothiazol-2-amine